Methyl 3-[[(3R,4R)-4-[4-chloro-2-(5-fluoro-2-pyridyl)-1H-imidazol-5-yl]-3-methyl-1-piperidyl]sulfonylmethyl]azetidine-1-carboxylate ClC=1N=C(NC1[C@H]1[C@H](CN(CC1)S(=O)(=O)CC1CN(C1)C(=O)OC)C)C1=NC=C(C=C1)F